methyl (S)-3-methyl-2,3,4,5-tetrahydrobenzo[f][1,4]oxazepine-8-carboxylate hydrochloride Cl.C[C@H]1COC2=C(CN1)C=CC(=C2)C(=O)OC